CN(CC(CCC=C)O)C 1-(dimethylamino)hex-5-en-2-ol